(S)-N-(2-(hydroxymethyl)-6-(4-(hydroxymethyl)piperidin-1-yl)-2-(trifluoromethyl)-2,3-dihydrobenzofuran-5-yl)pyrazolo[1,5-a]pyrimidine-3-carboxamide OC[C@]1(OC2=C(C1)C=C(C(=C2)N2CCC(CC2)CO)NC(=O)C=2C=NN1C2N=CC=C1)C(F)(F)F